The molecule is a cembrane diterpenoid isolated from Sinularia gibberosa and has been shown to exhibit antineoplastic activity. It has a role as a metabolite and an antineoplastic agent. It is a gamma-lactone, a cembrane diterpenoid, an epoxide, a macrocycle and a primary alcohol. C/C/1=C\\CC[C@@]2([C@@H](O2)C[C@H]3[C@H](C/C(=C/CC1)/C)OC(=O)C3=C)CO